8-(4-(2-methyl-tetrazol-5-yl)benzyl)-2-(4-cyclopropyl-6-methoxypyrimidin-5-yl)-7,8-dihydro-6H-pyrimido[5,4-b][1,4]oxazine CN1N=C(N=N1)C1=CC=C(CN2C3=C(OCC2)C=NC(=N3)C=3C(=NC=NC3OC)C3CC3)C=C1